NC1NC(CC1NC([O-])=O)(CO)C1=C(C=CC=C1)C=1C=NC=CC1C#N 2-amino-5-(4-cyanopyridin-3-yl-phenyl)-5-(hydroxymethyl)pyrrolidin-3-ylcarbamate